C(C1=CC=CC=C1)OC(=O)N(CCCC=1N(N=C2N=CC=C(C21)B(O)O)COCC[Si](C)(C)C)C [3-[3-[benzyloxycarbonyl(methyl)amino]propyl]-2-(2-trimethylsilylethoxymethyl)pyrazolo[3,4-b]pyridin-4-yl]boronic acid